C(C1=CC=CC=C1)N([C@H]([C@H](CC)O)C1=CC=CC=C1)CC1=CC=CC=C1 (1S,2S)-1-(dibenzylamino)-1-phenylbutan-2-ol